N-(cyclopropylmethyl)-1-[5-[5-[(1R)-1-(3,5-dichloro-4-pyridyl)ethoxy]-1H-indazol-3-yl]-3-fluoro-2-pyridyl]-3-ethyl-azetidin-3-amine dihydrochloride Cl.Cl.C1(CC1)CNC1(CN(C1)C1=NC=C(C=C1F)C1=NNC2=CC=C(C=C12)O[C@H](C)C1=C(C=NC=C1Cl)Cl)CC